CN(CCN(C=1C(=CC(=C(C1)OC)NC1=NC=C2N=C(N(C2=N1)C1=CC=CC=C1)NC1=CC=C(C=C1)F)N)C)C N1-(2-(dimethylamino)ethyl)-N4-(8-((4-fluorophenyl)amino)-9-phenyl-9H-purin-2-yl)-5-methoxy-N1-methylbenzene-1,2,4-triamine